N-((3-fluoro-5-((trimethylsilyl)ethynyl)pyridin-2-yl)methyl)cyclopropylamine FC=1C(=NC=C(C1)C#C[Si](C)(C)C)CNC1CC1